ClC1=C(C=C2C(=N1)C=NN2)Cl 5,6-dichloro-1H-pyrazolo[4,3-b]pyridine